C(C=C)C1=C(C(=CC=C1)I)OCOCC 1-allyl-2-(ethoxymethoxy)-3-iodobenzene